2-(6-(4-((1R,4R)-2,5-diazabicyclo[2.2.1]heptane-2-yl)phenyl)-4-fluoro-1-oxoisoindolin-2-yl)-2-(6,7-dihydro-5H-pyrrolo[1,2-c]imidazol-1-yl)-N-(thiazol-2-yl)acetamide [C@H]12N(C[C@H](NC1)C2)C2=CC=C(C=C2)C2=CC(=C1CN(C(C1=C2)=O)C(C(=O)NC=2SC=CN2)C2=C1N(C=N2)CCC1)F